5-Bromo-N-(6-Ethyl-1-Methyl-1H-Indazol-7-yl)Pyridine BrC=1C=CCN(C1)C=1C(=CC=C2C=NN(C12)C)CC